8-bromo-7-(but-2-yn-1-yl)-3-methyl-3,7-dihydro-1H-purine-2,6-dione BrC1=NC=2N(C(NC(C2N1CC#CC)=O)=O)C